CC1=CC=CC=2C3=C(C(=NC12)C)N=C(N3CCO)CCC dimethyl-2-methylethyl-1H-imidazo[4,5-c]quinoline-1-ethanol